Pyrimido[6,1-f][1,5,7]Oxadiazepin-4-one N=1C=CC(ON2C1C=CN=C2)=O